4-[1-(4-methylphenyl)ethyl]resorcinol CC1=CC=C(C=C1)C(C)C1=C(C=C(O)C=C1)O